5-(4-formyl-1H-pyrazol-1-yl)-N-(4-methoxybenzyl)-2-methylisonicotinamide C(=O)C=1C=NN(C1)C1=CN=C(C=C1C(=O)NCC1=CC=C(C=C1)OC)C